4-ALLYL-N-(TERT-BUTYL)PYRROLIDINE-3-CARBOXAMIDE C(C=C)C1C(CNC1)C(=O)NC(C)(C)C